Cl.FC1(CCC(CC1)[C@H](NC(=O)C=1N(N=CN1)C(C)C)C=1N=C2N(N=CC(=N2)C2NCCC(C2)(C)O)C1)F N-{(S)-(4,4-Difluorocyclohexyl)[3-(4-hydroxy-4-methylpiperidin-2-yl)imidazo[1,2-b]-[1,2,4]triazin-6-yl]methyl}-2-isopropyl-1,2,4-triazole-3-carboxamide hydrochloride